CN(C1=NC=CC(=N1)C=O)C 2-(DIMETHYLAMINO)PYRIMIDINE-4-CARBOXALDEHYDE